(5-(Phenylmethoxy)-4-methyl-[3,3'-bipyridine]-6-carbonyl)glycine ethyl ester C(C)OC(CNC(=O)C1=C(C(=C(C=N1)C=1C=NC=CC1)C)OCC1=CC=CC=C1)=O